C(C)(C)(C)OC(=O)N1CC2(CC2)C(C1)NC(=O)N1[C@H](C2=CC=CC=C2CC1)C1=CC=C(C=C1)F 7-((S)-1-(4-fluorophenyl)-1,2,3,4-tetrahydroisoquinoline-2-carboxamido)-5-azaspiro[2.4]heptane-5-carboxylic acid tert-butyl ester